N2-(3,3-difluorocyclobutyl)-N4-(4,4-difluorocyclohexyl)-6-(6-(trifluoromethyl)pyridin-2-yl)-1,3,5-triazine-2,4-diamine FC1(CC(C1)NC1=NC(=NC(=N1)NC1CCC(CC1)(F)F)C1=NC(=CC=C1)C(F)(F)F)F